4-(1-((tert-butyldimethylsilyl)oxy)propan-2-yl)-5-chloropyridazin-3(2H)-one [Si](C)(C)(C(C)(C)C)OCC(C)C=1C(NN=CC1Cl)=O